N-((1R,2S)-2-Acrylamidocyclohexyl)-4-oxo-5-(2-phenoxypyrimidin-5-yl)-4,5-dihydro-3H-1-thia-3,5,8-triazaacenaphthylene-2-carboxamide C(C=C)(=O)N[C@@H]1[C@@H](CCCC1)NC(=O)C=1SC=2N=CC=C3N(C(NC1C23)=O)C=2C=NC(=NC2)OC2=CC=CC=C2